C(CCC)C1(CS(C2=C(N(C1)C1=CC=C(C=C1)NC(=O)C1CCCC1)C=C(C(=C2)O/C=C/C(=O)O)SC)(=O)=O)CCCC (E)-3-((3,3-dibutyl-5-(4-(cyclopentanecarboxamido)phenyl)-7-(methylsulfanyl)-1,1-dioxido-2,3,4,5-tetrahydro-1,5-benzothiazepin-8-yl)oxy)acrylic acid